ClC=1C=C(C=CC1F)[C@@H]1CN2[C@H](CO1)CN(CC2)C(=O)C=2C(=C(C=CC2)C2=CC(NC=C2)=O)Cl 4-[3-[(3R,9aS)-3-(3-Chloro-4-fluorophenyl)-3,4,6,7,9,9a-hexahydro-1H-pyrazino[2,1-c][1,4]oxazin-8-carbonyl]-2-chlorophenyl]-1H-pyridin-2-on